BrC=1N=CC(=NC1)N1CCC2(CC1)C(C1=CC=CC=C1C2)NC(OC(C)(C)C)=O tert-butyl (1'-(5-bromopyrazin-2-yl)-1,3-dihydrospiro[indene-2,4'-piperidin]-1-yl)carbamate